BrC1=C(C(=C(C=C1)NC(=O)C1=CN=CN1)F)F N-(4-bromo-2,3-difluorophenyl)-1H-imidazole-5-carboxamide